CCCCCCCC\C=C/CCCCCCCC(C(CCCCCCC\C=C/CCCCCCCC)O)O (9Z,27Z)-hexatriaconta-9,27-diene-18,19-diol